(S)-N-((8-fluoroisochroman-1-yl)methyl)cyclobutanamine hydrochloride salt Cl.FC=1C=CC=C2CCO[C@@H](C12)CNC1CCC1